(1,3-dioxan-2-ylethyl)magnesium bromide O1C(OCCC1)CC[Mg]Br